3-propylsulfonate CCCS(=O)(=O)[O-]